2-(benzyloxy)-6-methyl-3-nitropyridine-4-carboxylic acid ethyl ester C(C)OC(=O)C1=C(C(=NC(=C1)C)OCC1=CC=CC=C1)[N+](=O)[O-]